Diisobutyl difluoromaleate F/C(=C(/C(=O)OCC(C)C)\F)/C(=O)OCC(C)C